N[13C]1=[13CH][13CH]=[13CH][13CH]=[13CH]1 aniline-13C6